CC1=CC=C(C=C1)S(=O)(=O)[O-].BrC1=C(C=CC=C1)/[NH+]=C\1/C(=C(CC1)NC1=C(C=CC=C1)Br)C (E)-2-bromo-N-(3-((2-bromophenyl)amino)-2-methylcyclopent-2-en-1-ylidene)benzenaminium 4-methylbenzenesulfonate